3-(4-(4-(2-aminoethyl)piperazin-1-yl)phenyl)piperidine-2,6-dione dihydrochloride Cl.Cl.NCCN1CCN(CC1)C1=CC=C(C=C1)C1C(NC(CC1)=O)=O